N-(1-(4-(tert-butyl)phenyl)-6-(2-fluorophenyl)-1H-pyrazolo[3,4-d]pyrimidin-4-yl)-5-nitrothiophene-2-carboxamide C(C)(C)(C)C1=CC=C(C=C1)N1N=CC=2C1=NC(=NC2NC(=O)C=2SC(=CC2)[N+](=O)[O-])C2=C(C=CC=C2)F